COCC(C(=O)O)N O-methylserine